Titanium-Aluminum-Molybdenum [Mo].[Al].[Ti]